N[C@@H](C(=O)NCCOCCN(CC(=O)OCC)C(=O)OC(C)(C)C)C1CCCCC1 ethyl (R)-N-(2-(2-(2-amino-2-cyclohexylacetamido)ethoxy)ethyl)-N-(tert-butoxycarbonyl)glycinate